C(C=C)(=O)N[C@@H](CCC(=O)OC(C)(C)C)C(=O)OC 5-(tert-butyl) 1-methyl acryloyl-L-glutamate